4-fluoro-5-iodo-2-methylbenzoic acid FC1=CC(=C(C(=O)O)C=C1I)C